ClC=1C(=CC(=NC1)C1=CC(=C(C(=O)NC2=C(C=CC=C2F)Cl)C=C1F)O[C@H](C(F)(F)F)C)CO (S)-4-(5-chloro-4-(hydroxymethyl)pyridin-2-yl)-N-(2-chloro-6-fluorophenyl)-5-fluoro-2-((1,1,1-trifluoropropan-2-yl)oxy)benzamide